OC[C@H](C1=CC=CC=C1)NC1=CC(=NC=C1C=1OC(=NN1)C1=NC=CC=C1)NC1=CC=C2C(=N1)N(N(C2=O)CCC)C(C)C (S)-6-((4-((2-hydroxy-1-phenylethyl)amino)-5-(5-(pyridin-2-yl)-1,3,4-oxadiazol-2-yl)pyridin-2-yl)amino)-1-isopropyl-2-propyl-1,2-dihydro-3H-pyrazolo[3,4-b]pyridin-3-one